ClC=1C=CC(=C(C1)C1=CC(=C(N=N1)SCC1OC(OC1)(C)C)NC1=CC(=NC=C1)C(C(=O)N)CN1CCN(CC1)C)F (4-{[6-(5-chloro-2-fluorophenyl)-3-{[(2,2-dimethyl-1,3-dioxolan-4-yl)methyl]sulfanyl}pyridazin-4-yl]amino}pyridin-2-yl)-3-(4-methylpiperazin-1-yl)propanamide